OC(C1CCN(CC1)C(=O)OC(C)(C)C)C1=CC(=CC=C1)C(=O)OC tert-Butyl 4-(hydroxy(3-(methoxycarbonyl)phenyl)methyl)piperidine-1-carboxylate